P(=O)(OCCCC)(OCCCC)[O-] di-(1-butyl) phosphate